ClC=1C=CN=C2C=CC(=NC12)C=1C(=NNC1)C1=NC(=CC=C1)C 8-chloro-2-[3-(6-methyl-2-pyridyl)-1H-pyrazol-4-yl]-1,5-naphthyridine